(R)-1-(3-(2-(6-(3-aminopiperidine-1-carbonyl)-3-methylpyrazolo[1,5-a]pyridin-2-yl)-1-(cyclopropylmethyl)-1H-indol-7-yl)azetidin-1-yl)-2-methoxy-2-methylpropan-1-one N[C@H]1CN(CCC1)C(=O)C=1C=CC=2N(C1)N=C(C2C)C=2N(C1=C(C=CC=C1C2)C2CN(C2)C(C(C)(C)OC)=O)CC2CC2